NC=1C=C(C=C(C1)C(F)(F)F)[C@@H](C)NC1=NC(=NC2=CC(=C(C=C12)C1CCC(CC1)C(=O)OCC)OC)C ethyl (R)-4-(4-((1-(3-amino-5-(trifluoromethyl)phenyl)ethyl)amino)-7-methoxy-2-methylquinazolin-6-yl)cyclohexane-1-carboxylate